O=C1NNC(C1=CC1=CC=C(OCCC(=O)NC=2SC3=C(N2)C=CC(=C3)C(F)(F)F)C=C1)=O 3-(4-((3,5-dioxopyrazolidin-4-ylidene)methyl)phenoxy)-N-(6-(trifluoromethyl)benzo[d]thiazol-2-yl)propanamide